4-amino-2,5-dimethylthiophene-3-carboxylic acid methyl ester COC(=O)C1=C(SC(=C1N)C)C